5-(3,5-difluorobenzyl)-3-iodopyrazolo[1,5-a]pyrimidine FC=1C=C(CC2=NC=3N(C=C2)N=CC3I)C=C(C1)F